5-(4,4,5,5-tetramethyl-1,3,2-dioxaborolan-2-yl)-7-((2-(trimethylsilyl)ethoxy)methyl)-7H-pyrrolo[2,3-d]pyrimidin-4-amine CC1(OB(OC1(C)C)C1=CN(C=2N=CN=C(C21)N)COCC[Si](C)(C)C)C